6-[2-(4-Chlorophenyl)-5-(ethylsulfanyl)-1-methyl-1H-imidazol-4-yl]-7-methyl-3-(trifluoromethyl)-7H-imidazo[4,5-c]pyridazin ClC1=CC=C(C=C1)C=1N(C(=C(N1)C1=NC2=C(N=NC(=C2)C(F)(F)F)N1C)SCC)C